C(#N)C=1C=C2C(=NC1)N(C=C2)C2=NC=C(C(=O)NC[C@H](C(C)(C)O)F)C(=C2)NC2CCN(CC2)C2=CC=CC=C2 (R)-6-(5-cyano-1H-pyrrolo[2,3-b]pyridin-1-yl)-N-(2-fluoro-3-hydroxy-3-methylbutyl)-4-((1-phenylpiperidin-4-yl)amino)nicotinamide